9,9,9-trifluorononanenitrile FC(CCCCCCCC#N)(F)F